ClC1=C(C=CC(=N1)N)C=1C=NN(C1)C(C)OCC 6-chloro-5-(1-(1-ethoxyethyl)-1H-pyrazol-4-yl)pyridin-2-amine